C1=C(C=CC2=CC=CC=C12)C1=CN=C(S1)NC(=O)C1N2C=CC=C2C(CC1)=O N-[5-(2-naphthyl)thiazol-2-yl]-8-oxo-6,7-dihydro-5H-indolizine-5-carboxamide